N1=C2C(=CC=C1)C1=C(N2)CCOC1 5,7,8,9-tetrahydropyrano[3',4':4,5]-pyrrolo[2,3-b]pyridine